3-methyl-N-(1-((S)-1-(4-methyl-2-((1R,5S)-2-oxo-3-azabicyclo[3.1.0]hexan-3-yl)pyrimidin-5-yl)ethyl)-1H-pyrazol-4-yl)pyrazine-2-carboxamide CC=1C(=NC=CN1)C(=O)NC=1C=NN(C1)[C@@H](C)C=1C(=NC(=NC1)N1C([C@@H]2C[C@@H]2C1)=O)C